(3S)-3-{[2-(4-Methoxythiophen-3-yl)[1,2,4]triazolo[1,5-c]quinazolin-5-yl]amino}azepin-2-one COC=1C(=CSC1)C1=NN2C(=NC=3C=CC=CC3C2=N1)NC=1C(N=CC=CC1)=O